ClC1=C(C=C(C=2C(=C3N(C12)CCN(C3=O)CCC3CN(CCO3)C(=O)OC(C)(C)C)C=3C=NNC3)OCC#N)Cl tert-butyl 2-[2-[6,7-dichloro-9-(cyanomethoxy)-1-oxo-10-(1H-pyrazol-4-yl)-3,4-dihydropyrazino[1,2-a]indol-2-yl]ethyl]morpholine-4-carboxylate